4-Fluoro-1-isopropyl-2-methyl-6-(5-(4-methylpyridin-3-yl)-1H-pyrrolo[2,3-b]pyridin-3-yl)-1H-benzo[d]imidazole FC1=CC(=CC=2N(C(=NC21)C)C(C)C)C2=CNC1=NC=C(C=C12)C=1C=NC=CC1C